Tetraaminoiron N[Fe](N)(N)N